4-chloro-8-ethyl-10-(4-{[2-(ethylamino)ethyl]amino}-2,6-difluorophenyl)-9-oxo-6,8,10-triazatricyclo[9.4.0.02,7]pentadeca-1(11),2(7),3,5,12,14-hexaene-13-carbonitrile ClC1=CC=2C=3C=CC(=CC3N(C(N(C2N=C1)CC)=O)C1=C(C=C(C=C1F)NCCNCC)F)C#N